ClC1=C(CNC(=O)C2C=3C=CC=NC3C(CC2)=C)C(=CC(=C1)Cl)F N-(2,4-dichloro-6-fluorobenzyl)-8-methylene-5,6,7,8-tetrahydroquinoline-5-carboxamide